C(C=C)(=O)OCCCCCCSSCCCCCCOC(C=C)=O dithiobis(hexane-6,1-diyl) diacrylate